(1R,3r,5S)-8-((4-(difluoromethoxy)phenyl)sulfonyl)-N-((tetrahydro-2H-pyran-4-yl)methyl)-8-azabicyclo[3.2.1]octan-3-amine FC(OC1=CC=C(C=C1)S(=O)(=O)N1[C@H]2CC(C[C@@H]1CC2)NCC2CCOCC2)F